2-phenyl-1,1,3,3-tetramethylguanidine C1(=CC=CC=C1)N=C(N(C)C)N(C)C